N(C1=CC=CC=C1)C1=NC(=NC(=N1)N(C)CCO)NC=1C=C(C(=CC1)C=CC=1C(=CC(=CC1)NC1=NC(=NC(=N1)NC1=CC=CC=C1)N(CCO)C)S(=O)(=O)[O-])S(=O)(=O)[O-].[Na+].[Na+] disodium 4,4'-bis-((4-anilino-6-(N-2-hydroxyethyl-N-methyl amino)-1,3,5-triazin-2-yl)amino)stilbene-2,2'-disulfonate